FC1=C(C=C(C2=C1CCO2)CC=2C=NC(=CC2)C2=NN(C=C2)C)C(=O)N[C@H]2CCOC[C@@H]2O 1,5-anhydro-2,3-dideoxy-3-(((4-fluoro-7-((6-(1-methyl-1H-pyrazol-3-yl)pyridin-3-yl)methyl)-2,3-dihydro-1-benzofuran-5-yl)carbonyl)amino)-L-threo-pentitol